C(=C)C1=NC(=NC(=N1)C=C)N1CCN(CC1)S(=O)(=O)NC(NCC#C)=O 4-(4,6-divinyl-1,3,5-triazin-2-yl)-N-(prop-2-yn-1-ylcarbamoyl)piperazine-1-sulfonamide